C(C=1C(C(=O)OCCCCCCC(C)C)=CC=CC1)(=O)OCCCCCCC(C)C diiso-nonyl phthalate